ClC=1C(=C(C(=C(C1)S(=O)(=O)O)O)O)Cl dichlorodihydroxybenzenesulfonic acid